2-(3,4-epoxycyclohexyl)ethylmethyldimethoxysilaneOne C1(CC2C(CC1)O2)CCC(O[Si](=O)OC)C